ClC1=NC(=C(C(=N1)N1[C@@H]2CO[C@H](C1)C2)Cl)Cl (1S,4S)-5-(2,5,6-trichloropyrimidin-4-yl)-2-oxa-5-azabicyclo[2.2.1]heptane